6-[(Dimethylamino)methyl]-5-(morpholin-4-yl)-N-[2-(pyridin-3-yl)-[1,3]thiazolo[5,4-c]pyridin-6-yl]pyridin-2-amine CN(C)CC1=C(C=CC(=N1)NC1=CC2=C(C=N1)SC(=N2)C=2C=NC=CC2)N2CCOCC2